octacosyl n-nonanoate C(CCCCCCCC)(=O)OCCCCCCCCCCCCCCCCCCCCCCCCCCCC